BrC[C@H](CC1=CC=CC=C1)N (2S)-1-bromo-3-phenyl-propan-2-amine